N1(CCCCC1)CCNC1=CC=CC=C1 N-(2-(piperidin-1-yl)ethyl)aniline